O.O.O.P(=O)([O-])([O-])O.[K+].[K+] Di-potassium phosphate trihydrate